(R)-6-(7,7-difluoro-2-((2S,3R)-3-hydroxy-2-methylazetidin-1-yl)-6,7-dihydro-5H-cyclopenta[d]pyrimidin-4-yl)-2H-spiro[benzofuran-3,4'-oxazolidin]-2'-one FC1(CCC2=C1N=C(N=C2C2=CC1=C(C=C2)[C@@]2(NC(OC2)=O)CO1)N1[C@H]([C@@H](C1)O)C)F